CC(CN1CC2(CS(C2)(=O)=O)CC1)(C)OC=1C=NC(=CC1)C(F)(F)F 6-(2-Methyl-2-((6-(trifluoromethyl)pyridin-3-yl)oxy)propyl)-2-thia-6-azaspiro[3.4]octane-2,2-dioxide